(7R,14R)-1-(difluoromethoxy)-12-fluoro-6-(methyl-d3)-11-(prop-1-yn-1-yl)-6,7-dihydro-7,14-methanobenzo[f]benzo[4,5]imidazo[1,2-a][1,4]diazocin-5(14H)-one FC(OC1=CC=CC=2C(N([C@H]3C=4N([C@@H](C21)C3)C3=C(N4)C=CC(=C3F)C#CC)C([2H])([2H])[2H])=O)F